N1(C2=C(NCC1)N=CC(=C2)C(=O)OCC)C(=O)OC(C)(C)C 1-(tert-butyl) 7-ethyl 3,4-dihydropyrido[2,3-b]pyrazine-1,7(2H)-dicarboxylate